1-(tert-Butyl)-3-(2-(4-chlorophenyl)-3-oxoindolin-2-yl)-4-hydroxypyrrolidine-2,5-dione C(C)(C)(C)N1C(C(C(C1=O)O)C1(NC2=CC=CC=C2C1=O)C1=CC=C(C=C1)Cl)=O